2-{3-[(2-fluoro-4-methanesulfonyl-6-methoxyphenyl)amino]prop-1-yn-1-yl}-N-(1-methylpiperidin-4-yl)-1-(2,2,2-trifluoroethyl)-1H-indol-4-amine FC1=C(C(=CC(=C1)S(=O)(=O)C)OC)NCC#CC=1N(C=2C=CC=C(C2C1)NC1CCN(CC1)C)CC(F)(F)F